[N+](=O)([O-])C1=NN(C=C1)CCO 2-(3-nitro-1H-pyrazol-1-yl)ethan-1-ol